6-formyl-L-tyrosine C(=O)C1=CC(=CC=C1C[C@H](N)C(=O)O)O